6-((1S,5R)-3-azabicyclo[3.1.0]hexan-1-yl)-N-(3-chloro-2-fluorophenyl)quinazolin-4-amine [C@@]12(CNC[C@@H]2C1)C=1C=C2C(=NC=NC2=CC1)NC1=C(C(=CC=C1)Cl)F